C(CC)C1CC(CCC1)NC(=O)CC(C(CC(=O)NC1CC(CCC1)CCC)C(=O)NC1CC(CCC1)CCC)C(=O)NC1CC(CCC1)CCC 1,2,3,4-butanetetracarboxylic acid tetrakis(3-n-propylcyclohexylamide)